3-(1-Ethoxyvinyl)-5-(trifluoromethyl)pyridazine C(C)OC(=C)C=1N=NC=C(C1)C(F)(F)F